ClC1=NN2C(N=CC3=C2[C@@](CN3C(=O)NC=3C=NC(=C(C3)Cl)COC)(C(F)(F)F)C)=C1 (R)-2-chloro-N-(5-chloro-6-(methoxymethyl)pyridin-3-yl)-8-methyl-8-(trifluoromethyl)-7,8-dihydro-6H-pyrazolo[1,5-a]pyrrolo[2,3-e]pyrimidine-6-carboxamide